tert-butyl (3-(2-(dimethoxymethyl)-3-methylphenoxy)-2-hydroxypropyl)carbamate COC(C1=C(OCC(CNC(OC(C)(C)C)=O)O)C=CC=C1C)OC